OCCOC1=CC(=NC=C1)C=1N=C(C2=C(N1)CCC2)N(CC(=O)NC2=NC=C(C=N2)OC)C 2-({2-[4-(2-hydroxyethoxy)pyridin-2-yl]-5H,6H,7H-cyclopenta[d]pyrimidin-4-yl}(methyl)amino)-N-(5-methoxypyrimidin-2-yl)acetamide